ClC=1C(=CC(=C(C1)N1C(C=CC2=CC(=CC=C12)S(=O)(=O)NC1=NOC=C1)=O)OC)OC(F)(F)F (P)-1-(5-Chloro-2-methoxy-4-(trifluoromethoxy)phenyl)-N-(isoxazol-3-yl)-2-oxo-1,2-dihydrochinolin-6-sulfonamid